FC(F)C1=NN=C(S1)N (difluoromethyl)-1,3,4-thiadiazol-2-amine